1-(2H-tetrazol-5-yl)ethylamine N=1NN=NC1C(C)N